(2-chloro-3-methoxy-phenyl)-[rac-(3R,9aR)-3-(5-bromo-2-pyridyl)-3,4,6,7,9,9a-hexahydro-1H-pyrazino[2,1-c][1,4]oxazin-8-yl]methanone ClC1=C(C=CC=C1OC)C(=O)N1C[C@@H]2CO[C@H](CN2CC1)C1=NC=C(C=C1)Br |r|